C(C)N1N=C(C(=C1)C1=CC=2C3=C(C=NC2C=C1OC)N(C(N3C3=C(C=NC=C3OC)F)=O)C)C 8-(1-Ethyl-3-methyl-1H-pyrazol-4-yl)-1-(3-fluoro-5-methoxy-pyridin-4-yl)-7-methoxy-3-methyl-1,3-dihydroimidazo[4,5-c]quinolin-2-one